OC=1C=C(C=CC1OC)C=CC1=CC=CC=C1 3-Hydroxy-4-methoxy-stilbene